NC1=CC=C(C=C)C=C1 para-aminostyrene